CC1(OB(OC1(C)C)C1=CCC2(CCCO2)CC1)C 4,4,5,5-tetramethyl-2-(1-oxaspiro[4.5]dec-7-en-8-yl)-1,3,2-dioxaborolane